2-(4,6-Dimethylpyrazolo[1,5-a]pyrazin-2-yl)-6-(4-methylpiperazin-1-yl)quinazolin-4(3H)-one CC=1C=2N(C=C(N1)C)N=C(C2)C2=NC1=CC=C(C=C1C(N2)=O)N2CCN(CC2)C